3-(1-(1-((1-(5-(2,6-dioxopiperidin-3-yl)pyridin-2-yl)piperidin-4-yl)methyl)piperidin-4-yl)-1H-1,2,3-triazol-4-yl)-4-(isopropylamino)-5H-pyrido[3,2-b]indole-7-carbonitrile O=C1NC(CCC1C=1C=CC(=NC1)N1CCC(CC1)CN1CCC(CC1)N1N=NC(=C1)C1=C(C=2NC=3C=C(C=CC3C2N=C1)C#N)NC(C)C)=O